NCC1=CC(=CO1)C(SCC1=CC=C(C=C1)C(NCCN)=O)=O S-(4-((2-aminoethyl)carbamoyl)benzyl) 5-(aminomethyl)furan-3-carbothioate